ClC1=C(C=C(C=C1)C1=CC(=CC=C1)[C@H](C(=O)N1CC2=C(N=C(NC2=O)C2(CC2)C2=CC=CC=C2)CC1)O)C (R)-6-(2-(4'-chloro-3'-methyl-[1,1'-biphenyl]-3-yl)-2-hydroxyacetyl)-2-(1-phenylcyclopropyl)-5,6,7,8-tetrahydropyrido[4,3-d]pyrimidin-4(3H)-one